FC1=C(C=C(C=C1)F)S(=O)(=O)NC1=C(C(=C(C=C1)C)C1=CC2=C(N=C(N=C2)SC)N2C1=NCC2)F 2,5-difluoro-N-(2-fluoro-4-methyl-3-(2-(methylthio)-8,9-dihydroimidazo[1',2':1,6]pyrido[2,3-d]pyrimidin-6-yl)phenyl)benzenesulfonamide